(3-chlorophenyl)-2,4-dimethyl-1H-imidazole-5-carboxylic acid ClC=1C=C(C=CC1)N1C(=NC(=C1C(=O)O)C)C